3-hexyl-2,2-dimethylcyclopropanecarboxylic acid methyl ester COC(=O)C1C(C1CCCCCC)(C)C